N1(C=NC=C1)CCOCCOCC=1N=C(SC1)N(CC1=CC(=CC=C1)OC)CC1=CC(=CC=C1)OC 4-((2-(2-(1H-imidazol-1-yl)ethoxy)ethoxy)methyl)-N,N-bis(3-methoxybenzyl)thiazol-2-amine